CN1N=CC(=C1)C=1C=C2C(=NC1)NC=C2C2=CC=1N(C=C2)N=CC1C(=O)N1CCN(CC1)C (5-(5-(1-methyl-1H-pyrazol-4-yl)-1H-pyrrolo[2,3-b]pyridin-3-yl)pyrazolo[1,5-a]pyridin-3-yl)(4-methylpiperazin-1-yl)methanone